C(C)OC1=NC=CC=C1C1=CC(=C2C(=N1)C=NN2C)NC2CC(CC2)OC 5-(2-ethoxy-3-pyridinyl)-N-(3-methoxycyclopentyl)-1-methyl-pyrazolo[4,3-b]pyridin-7-amine